C(C)OCOC1=C(C(=CC(=C1)C(F)(F)F)C)C=1C=CC=2C(N1)=NN(C2)CC21CNC([C@@H]1C2)=O |r| (R and S)-5-((6-(2-(ethoxymethoxy)-6-methyl-4-(trifluoromethyl)phenyl)-2H-pyrazolo[3,4-b]pyridin-2-yl)methyl)-3-azabicyclo[3.1.0]hexan-2-one